CC1=CC(=CC2=C1CC=C(O2)C2=CC=CC1=CC=CC=C21)C 5,7-dimethyl-2-(1-naphthyl)-4H-1-benzopyran